sulfurAt S([O-])([O-])(=O)=O